BrC1=C(C=C(C(=C1)OC)CBr)F 1-bromo-4-(bromomethyl)-2-fluoro-5-methoxy-benzene